OOOOCCCCCCCCCCC(=O)N tetraoxapentadecane-15-amide